N[C@H]1CS(C2=C(N(C1=O)CC1=CC=C(C=C1)OC(F)(F)F)C=C(C(=C2)F)C=2OC(=NN2)C(CC#C)(C)C)(=O)=O (3R)-3-amino-7-[5-(1,1-dimethylbut-3-ynyl)-1,3,4-oxadiazol-2-yl]-8-fluoro-1,1-dioxo-5-[[4-(trifluoromethoxy)phenyl]methyl]-2,3-dihydro-1λ6,5-benzothiazepin-4-one